11-methoxy-12-(3-methoxypropoxy)-4,4-dimethyl-8-oxo-2,3,4,4a,8,13b-hexahydro-1H-pyrido[1,2-f]phenanthridine-7-carboxylic acid ethyl ester C(C)OC(=O)C=1C(C=C2N(C3C(CCCC3C3=CC(=C(C=C23)OC)OCCCOC)(C)C)C1)=O